N-[4-chloro-2-(3-pyridyl)thiazol-5-yl]-N-ethyl-3-methylsulfonyl-propanamide ClC=1N=C(SC1N(C(CCS(=O)(=O)C)=O)CC)C=1C=NC=CC1